2-{5-[(5-{2-amino-6-methyl-7-oxoimidazo[4,5-d]pyridazin-1-yl}pentyl)oxy]-1-methylpyrazol-4-yl}-6-methylpyridine-4-carboxylic acid NC1=NC2=C(C(N(N=C2)C)=O)N1CCCCCOC1=C(C=NN1C)C1=NC(=CC(=C1)C(=O)O)C